CC1=C(C=CC(=C1)C)SC1=C(C=CC=C1)Br (2-bromophenyl) (2,4-dimethylphenyl) sulfide